C(C)OC=1C=2N(C=CC1C=1C(=NNC1)C)N=C(N2)NC2CCN(CC2)S(=O)(=O)C 8-ethoxy-7-(3-methyl-1H-pyrazol-4-yl)-N-(1-(methylsulfonyl)piperidin-4-yl)-[1,2,4]triazolo[1,5-a]pyridin-2-amine